CO[Si](CCCCO)(OC)OC 4-trimethoxysilylbutanol